(R)-N-(1-(3-Amino-5-(trifluoromethyl)phenyl)ethyl)-7-methoxy-2-methyl-6-(2-(oxetan-3-yl-oxy)ethoxy)quinazolin-4-amine NC=1C=C(C=C(C1)C(F)(F)F)[C@@H](C)NC1=NC(=NC2=CC(=C(C=C12)OCCOC1COC1)OC)C